COC1CN(C1)C=1C=C(C=CC1)C=1N=C(SC1)NC(CNC(=O)C1=CN(C=C1)S(=O)(=O)C)=O N-(2-((4-(3-(3-methoxyazetidin-1-yl)phenyl)thiazol-2-yl)amino)-2-oxoethyl)-1-(methylsulfonyl)-1H-pyrrole-3-carboxamide